ClC=1C=C(C=CC1Cl)C=1N=C(SC1)SC=1N=NNC1C(=O)OC(C)C isopropyl 4-((4-(3,4-dichlorophenyl)thiazol-2-yl)thio)-1H-1,2,3-triazole-5-carboxylate